4-(azetidin-3-ylmethoxy)-6-(propan-2-yloxy)quinoline N1CC(C1)COC1=CC=NC2=CC=C(C=C12)OC(C)C